(E)-3-[(6-benzyloxy-4-iodo-3-pyridinyl)oxy]but-2-enoic acid ethyl ester C(C)OC(\C=C(/C)\OC=1C=NC(=CC1I)OCC1=CC=CC=C1)=O